ClC1=CC=C(C=C1)[C@H]1[C@@H](CNC1)C(=O)O (3S,4R)-4-(4-chlorophenyl)pyrrolidine-3-carboxylic acid